6-{4-[2-(1-methyl-2,6-dioxopiperidin-3-yl)-1,3-dioxo-2,3-dihydro-1H-isoindol-5-yl]piperazin-1-yl}hexanoic acid CN1C(C(CCC1=O)N1C(C2=CC=C(C=C2C1=O)N1CCN(CC1)CCCCCC(=O)O)=O)=O